FC1=C(C=C(C=C1)F)C1=CC(=CC=C1)[C@H](CC(=O)O)NC(=O)NC=1C(N(C=C(C1O)C)C)=O (S)-3-(2',5'-difluorobiphenyl-3-yl)-3-(3-(4-hydroxy-1,5-dimethyl-2-oxo-1,2-dihydropyridin-3-yl)ureido)propionic acid